4-[5-(2,8-dimethylimidazo[1,2-b]pyridazin-6-yl)-7-fluoro-indazol-2-yl]-3-fluoro-piperidine-1-carboxylic acid tert-butyl ester C(C)(C)(C)OC(=O)N1CC(C(CC1)N1N=C2C(=CC(=CC2=C1)C=1C=C(C=2N(N1)C=C(N2)C)C)F)F